CN(CCOC=1C=CC(=NC1)C=1C=CC=C2C(=NC(=NC12)NC=1C=NC(=CC1)N1CCOCC1)N)C 8-(5-(2-(dimethylamino)ethoxy)pyridin-2-yl)-N2-(6-morpholinylpyridin-3-yl)quinazoline-2,4-diamine